C(C)(C)(C)OC(=O)N[C@H](C(=O)OCCCCCCCCCCCCCCCCCCC)CC1=CC(=CC(=C1)F)F Nonadecyl (S)-2-((tert-butoxycarbonyl)amino)-3-(3,5-difluorophenyl)propanoate